C(CC)OCCOC(CC#N)=O 2-propoxyethylcyanoacetate